BrCC1CCC(CC1)C 1-(bromomethyl)-4-methylcyclohexane